ClC1=CC=C(C(C=O)=C1)O 5-chloro-salicylaldehyde